C(#C)C=1C=CCC2C1NCCN2C 8-ethynyl-4-methyl-1,3,4,5-tetrahydro-2H-benzo[e][1,4]diazaIn